N1(N=CC=C1)CC=1SC2=C(N(C=3C(N(N=CC32)CC3=NNC=C3)=O)C)N1 2-((1H-pyrazol-1-yl)methyl)-6-((1H-pyrazol-3-yl)methyl)-4-methyl-4H-thiazolo[5',4':4,5]pyrrolo[2,3-d]pyridazin-5(6H)-one